methyl {(6S)-4-[4'-(2-t-butoxy-2-oxoethoxy)-3'-methoxy[1,1'-biphenyl]-4-yl]-2,3,9-trimethyl-6H-thieno[3,2-f][1,2,4]triazolo[4,3-a][1,4]diazepin-6-yl}acetate C(C)(C)(C)OC(COC1=C(C=C(C=C1)C1=CC=C(C=C1)C1=N[C@H](C=2N(C3=C1C(=C(S3)C)C)C(=NN2)C)CC(=O)OC)OC)=O